BrC1=CN=C(S1)N(C(OC(C)(C)C)=O)CC1=CC=C(C=C1)OC tert-butyl N-(5-bromothiazol-2-yl)-N-[(4-methoxyphenyl)methyl]carbamate